CC=1C=C(C=CC1C)N1C(CC(C1)C(=O)N1CCC(CC1)C1=NC(=NO1)C1=CC=C(C=C1)OC)=O 1-(3,4-dimethylphenyl)-4-(4-(3-(4-methoxyphenyl)-1,2,4-oxadiazol-5-yl)piperidine-1-carbonyl)pyrrolidin-2-one